COC(=O)C1=C(OC2=C1C=CC=C2)C2=CC=C(C=C2)CBr 2-(4-bromomethylphenyl)benzofuran-3-formic acid methyl ester